1-cyclopentyl-3-((dimethylamino)methylene)piperidin-2,4-dione C1(CCCC1)N1C(C(C(CC1)=O)=CN(C)C)=O